(E)-2-(methoxyimino)-3-(p-tolyl)propionic acid CO\N=C(\C(=O)O)/CC1=CC=C(C=C1)C